FC=1C(=C(C=C(C1)C(F)(F)F)C1CCN(CC1)C(=O)C1=NNC2=C1CNCC2)C(F)(F)F (4-(3-fluoro-2,5-bis(trifluoromethyl)phenyl)piperidin-1-yl)(4,5,6,7-tetrahydro-1H-pyrazolo[4,3-c]pyridin-3-yl)methanone